2-[3-(4-chloro-3-fluorophenyl)-1-ethyl-1H-1,2,4-triazol-5-yl]-N-[1-(2,6-dimethylpyridin-4-yl)cyclopropyl]acetamide ClC1=C(C=C(C=C1)C1=NN(C(=N1)CC(=O)NC1(CC1)C1=CC(=NC(=C1)C)C)CC)F